4-((5-(benzyloxy)-3-methylenepentyl)oxy)-5-bromoisobenzofuran-1(3H)-one C(C1=CC=CC=C1)OCCC(CCOC1=C2COC(C2=CC=C1Br)=O)=C